4-chloro-6,7-dimethoxy-pyrido[3,2-d]pyrimidine ClC=1C2=C(N=CN1)C=C(C(=N2)OC)OC